N-(4-acetylphenyl)-N-toluenesulfonylmethacrylamide C(C)(=O)C1=CC=C(C=C1)N(C(C(=C)C)=O)S(=O)(=O)CC1=CC=CC=C1